(4-(1-(2,6-dichlorophenyl)azetidin-3-yl)-2,6-dimethylbenzyl)-3-(trifluoromethyl)azetidin-3-ol ClC1=C(C(=CC=C1)Cl)N1CC(C1)C1=CC(=C(CN2CC(C2)(O)C(F)(F)F)C(=C1)C)C